4-[(6,6-dimethyl-5-{[(2S,5R)-2,4,5-trimethylpiperazin-1-yl]carbonyl}-1,4,5,6-tetrahydropyrrolo[3,4-c]pyrazol-3-yl)amino]pyrimidine-2-carbonitrile CC1(N(CC2=C1NN=C2NC2=NC(=NC=C2)C#N)C(=O)N2[C@H](CN([C@@H](C2)C)C)C)C